N1CCC(CC1)[NH3+] piperidin-4-aminium